NC1C[C@H]2CC[C@@H](C1)N2C2=NC(=C1C(=N2)NN=C1C1=C(C2=C(N=C(S2)C)C=C1)Cl)C(=O)N 6-((1R,3s,5S)-3-amino-8-azabicyclo[3.2.1]oct-8-yl)-3-(7-chloro-2-methylbenzo[d]thiazole-6-yl)-1H-pyrazolo[3,4-d]pyrimidine-4-carboxamide